NCC1=CC=C(C=C1)NC(=O)C1=CC2=C(OCCC3=C2SC=C3)C=C1C=1C(=NC(=CC1)N1CCCCC1)C(=O)O 3-(9-((4-(aminomethyl)phenyl)carbamoyl)-4,5-dihydrobenzo[b]thieno[2,3-d]oxepin-8-yl)-6-(piperidin-1-yl)picolinic acid